CC(/C=C/C(C(=O)O)NC(=O)C=1N(C2=CC(=NC=C2C1)C)COCC[Si](C)(C)C)(C)C (E)-5,5-dimethyl-2-(6-methyl-1-{[2-(trimethylsilyl)ethoxy]methyl}-1H-1,5-diazainden-2-ylcarbonylamino)-3-hexenoic acid